CN1N=C2N=C(C(=CC2=C1)N1N=C(C(=C1C)C(C)C)C=1C2=CN(N=C2C=CC1)CC(O)([2H])C1=CC=CC=C1)C 2-[4-(1-{2,6-dimethyl-2H-pyrazolo[3,4-b]pyridin-5-yl}-5-methyl-4-(propan-2-yl)-1H-pyrazol-3-yl)-2H-indazol-2-yl]-1-phenyl(1-2H)ethan-1-ol